4-methyl-N-[3-(4-methyl-1H-imidazol-1-yl)-5-(trifluoromethyl)phenyl]-3-[[4-[1-(1-oxo-2-propen-1-yl)-3-piperidinyl]-2-pyrimidinyl]amino]-benzamide CC1=C(C=C(C(=O)NC2=CC(=CC(=C2)C(F)(F)F)N2C=NC(=C2)C)C=C1)NC1=NC=CC(=N1)C1CN(CCC1)C(C=C)=O